C(C)(C)(C)OC(=O)N1CCC(CC1)SCC1=NC2=CC(=C(C=C2C(N1)=O)F)Br 4-(((7-bromo-6-fluoro-4-oxo-3,4-dihydroquinazolin-2-yl)methyl)thio)piperidine-1-carboxylic acid tert-butyl ester